ethyl (S)-4-(2-(6-fluoro-1H-indol-3-yl) acetyl)morpholine-3-carboxylate FC1=CC=C2C(=CNC2=C1)CC(=O)N1[C@@H](COCC1)C(=O)OCC